FC1=C(C=CC(=C1)F)C1=C2C(=NC=C1)[C@@H]1CC[C@H](C2)O1 (6R,9S)-4-(2,4-difluorophenyl)-6,7,8,9-tetrahydro-5H-6,9-epoxycyclohepta[b]Pyridine